BrC1=CC2=C(N=CNC2=O)N=C1OC 6-bromo-7-methoxypyrido[2,3-d]pyrimidin-4(3H)-one